C12CNCC(CC1)C2NC(=O)[C@H]2CN(C[C@H](O2)C)C=2C=1N(C(=CC2)C#N)N=CC1 (2R,6R)-N-(3-azabicyclo[3.2.1]oct-8-yl)-4-(7-cyanopyrazolo[1,5-a]pyridin-4-yl)-6-methyl-morpholine-2-carboxamide